1,2-dimethylaminoethanol CNC(CNC)O